2-((4-(2-(4-chloro-2-fluorophenyl)-4-fluoro-2H-chromen-8-yl)piperidin-1-yl)methyl)-3-((1-(fluoromethyl)cyclopropyl)methyl)-3H-imidazolo[4,5-b]pyridine-5-carboxylic acid ClC1=CC(=C(C=C1)C1OC2=C(C=CC=C2C(=C1)F)C1CCN(CC1)CC1=NC=2C(=NC(=CC2)C(=O)O)N1CC1(CC1)CF)F